methylimidazolium fluoride [F-].CC=1NC=C[NH+]1